CC(C(=O)N)(C)C=1C=CC=2N(C1)N=CC2 2-methyl-2-pyrazolo[1,5-a]pyridin-6-yl-propanamide